L-2-chloronicotinonitrile ClC1=C(C#N)C=CC=N1